ClC=1C=NC(=C2C(C=C(N(C12)C1=C(C=C(C=C1Cl)OCC(C)(C)O)Cl)C)=O)OC[C@@H](C(=O)NC)O (S)-3-((8-chloro-1-(2,6-dichloro-4-(2-hydroxy-2-methylpropyloxy)phenyl)-2-methyl-4-oxo-1,4-dihydro-1,6-naphthyridin-5-yl)oxy)-2-hydroxy-N-methylpropanamide